(+/-)-4-(3-(1H-indazol-4-yl)-1,4-oxazepan-4-yl)-6-methylpyrimidin-2-amine N1N=CC2=C(C=CC=C12)[C@@H]1COCCCN1C1=NC(=NC(=C1)C)N |r|